N-(3-acrylamidophenyl)-1-(4-fluorobenzyl)-7-methyl-5-(1H-pyrrole-2-carbonyl)-4,5,6,7-tetrahydro-1H-pyrazolo[4,3-c]Pyridine-3-carboxamide C(C=C)(=O)NC=1C=C(C=CC1)NC(=O)C1=NN(C2=C1CN(CC2C)C(=O)C=2NC=CC2)CC2=CC=C(C=C2)F